ClC=1C=C(C=CC1OCC1=NC=CC=C1)N1CCC=2C=3C1=NC=NC3C=CC2NC(\C=C\CN2CCCC2)=O (E)-N-(4-(3-chloro-4-(pyridin-2-ylmethoxy)phenyl)-5,6-dihydro-4H-pyrido[2,3,4-de]Quinazolin-7-yl)-4-(pyrrolidin-1-yl)but-2-enamide